(-)-glutathione N[C@H](C(=O)O)CCC(=O)N[C@@H](CS)C(=O)NCC(=O)O